C(C)(C)NC(O[C@H]1C[C@H](CC1)C=1NN=C(C1)NC(=O)C=1N(N=C(C1)C1=C(C(=CC=C1)OCC1=CC=C(C=C1)OC)C1OCCO1)C)=O (1R,3S)-3-(5-{5-[2-(1,3-dioxolan-2-yl)-3-[(4-methoxyphenyl)methoxy] phenyl]-2-methylpyrazole-3-amido}-2H-pyrazol-3-yl)cyclopentyl N-isopropylcarbamate